4-[(1,3-dihydro-1-hydroxy-2,1-benzoxaborole-5-yl)]oxybenzonitrile OB1OCC2=C1C=CC(=C2)OC2=CC=C(C#N)C=C2